6-acetyl-8-cyclopentyl-2-[[5-[6-[4-(hydroxymethyl)phenyl]-2,6-diazaspiro[3.3]heptan-2-yl]-2-pyridyl]amino]-5-methyl-pyrido[2,3-d]pyrimidin-7-one C(C)(=O)C1=C(C2=C(N=C(N=C2)NC2=NC=C(C=C2)N2CC3(C2)CN(C3)C3=CC=C(C=C3)CO)N(C1=O)C1CCCC1)C